2-ethylhexyl peroxypivalate C(C(C)(C)C)(=O)OOCC(CCCC)CC